2,2-dichlorodimethylbenzene ClC1(C(C=CC=C1C)C)Cl